1-methyl-4-propyl-2,3-dihydro-1H-pyrrole CN1CCC(=C1)CCC